(1-hydroxynonyl)-1,4,5,8-tetramethoxynaphthalene OC(CCCCCCCC)C1=C(C2=C(C=CC(=C2C(=C1)OC)OC)OC)OC